1-(3-fluorophenyl)cyclohexylamine FC=1C=C(C=CC1)C1(CCCCC1)N